[(1R)-1-({[2-(dimethylamino)ethyl](methyl)amino}methyl)-2,2-difluorocyclopropyl]methyl acetate C(C)(=O)OC[C@]1(C(C1)(F)F)CN(C)CCN(C)C